FC1=CC=C(C=C1)OC(C1=CN=CC=C1)=O nicotinic acid 4-fluorophenyl ester